CCCCCCCCCCCCCCCCCCCCCCCCC(C(=O)N[C@@H](COP(=O)([O-])O[C@@H]1[C@@H]([C@@H]([C@H]([C@@H]([C@H]1OC2[C@H]([C@H]([C@@H]([C@H](O2)CO)O)O)O)O)O)O)O)[C@@H](C(CCCCCCCCCCCCCC)O)O)O The molecule is a mannosylinositol phosphorylceramide(1-) having a hexacosanoyl group amide-linked to a C18 phytosphingosine base, with hydroxylation at C-2 of the C26 very-long-chain fatty acid. Major species at pH 7.3. It is a conjugate base of a Man-1-2-Ins-1-P-Cer(t18:0/2-OH-26:0).